1,3-dimethyl-1,7-dihydropyrazolo[4,3-b][1,4]thiazin-6(5H)-one CN1N=C(C=2SCC(NC21)=O)C